ClC=1C=C(C=CC1Cl)NC(=O)C1=C(N=C(O1)N(C(=O)C1(CC1)C(=O)N)C1=CC=C(C=C1)F)C N-(5-((3,4-dichlorophenyl)carbamoyl)-4-methyloxazol-2-yl)-N-(4-fluorophenyl)cyclopropane-1,1-dicarboxamide